2-((2s,4r)-5-chloro-6-fluoro-2-((methylamino)methyl)-2-phenyl-2,3-dihydrobenzofuran-4-yl)-3-fluoro-4-methoxybenzamide ClC=1C(=CC2=C(C[C@](O2)(C2=CC=CC=C2)CNC)C1C1=C(C(=O)N)C=CC(=C1F)OC)F